ClC=1C(=CC(=C(C(=O)NC=2C(=NC(=CC2)OC)C)C1)NC1=C(C=C(C=C1)F)C)OC(F)F 5-chloro-4-(difluoromethoxy)-2-((4-fluoro-2-methylphenyl)amino)-N-(6-methoxy-2-methylpyridin-3-yl)benzamide